5-(2-fluoro-6-methoxyphenyl)-3-(4-(4-methoxy-4-methylpiperidin-1-yl)phenyl)-1H-pyrazolo[4,3-c]pyridazin-6(5H)-one FC1=C(C(=CC=C1)OC)N1N=C2C(=CC1=O)NN=C2C2=CC=C(C=C2)N2CCC(CC2)(C)OC